CC=1C(=NC=CC1)CNCCCCNC(OC(C)(C)C)=O tert-butyl (4-(((3-methylpyridin-2-yl)methyl)amino) butyl)carbamate